(R)-N-(1-(4-chlorophenyl)-2,2,2-trifluoroethyl)-N-methyl-6-oxo-1,3,4,6-tetrahydropyrido[2,1-c][1,4]oxazine-8-sulfonamide ClC1=CC=C(C=C1)[C@H](C(F)(F)F)N(S(=O)(=O)C=1C=C2COCCN2C(C1)=O)C